(2S,3S)-1-Morpholino-3-phenyl-2-(phenylamino)butan-1-one O1CCN(CC1)C([C@H]([C@@H](C)C1=CC=CC=C1)NC1=CC=CC=C1)=O